C(=O)CCCCC(=O)O 5-FORMYL-VALERIC ACID